5-bromosalicylaldehyde BrC1=CC=C(C(C=O)=C1)O